C(C)C=C(C(=O)[O-])CCCCCC Ethyl-hexylacrylat